3-((3-iodophenyl)amino)piperidine-2,6-dione IC=1C=C(C=CC1)NC1C(NC(CC1)=O)=O